N-(5-((5-chloro-4-(3-cyclopropylphenyl)pyrimidin-2-yl)amino)pyridin-3-yl)piperidine-4-carboxamide ClC=1C(=NC(=NC1)NC=1C=C(C=NC1)NC(=O)C1CCNCC1)C1=CC(=CC=C1)C1CC1